3,7-di(1H-indazol-5-yl)-10-(5-morpholinopentyl)-10H-phenoxazine N1N=CC2=CC(=CC=C12)C=1C=CC=2N(C3=CC=C(C=C3OC2C1)C=1C=C2C=NNC2=CC1)CCCCCN1CCOCC1